C1(CC1)C1=NN2C(N(C([C@H](CC2)NC(=O)C2=NN(C=N2)CC2(CC2)C)=O)C)=C1 (S)-N-(2-cyclopropyl-4-methyl-5-oxo-5,6,7,8-tetrahydro-4H-pyrazolo[1,5-a][1,3]diazepin-6-yl)-1-((1-methyl-cyclopropyl)methyl)-1H-1,2,4-triazole-3-carboxamide